(1S,3S,5S)-N-((5-carbamimidoyl-1,3,4-oxadiazol-2-yl)methyl)-5-methyl-2-((4-phenoxybenzoyl)glycyl)-2-azabicyclo[3.1.0]hexane-3-carboxamide C(N)(=N)C1=NN=C(O1)CNC(=O)[C@H]1N([C@H]2C[C@]2(C1)C)C(CNC(C1=CC=C(C=C1)OC1=CC=CC=C1)=O)=O